C(C)(C)(C)C1=C(C(=CC(=C1)C(C)CC)C(C)(C)C)O 2,6-di-tertiary-butyl-4-sec-butylphenol